C(#N)C1CC(C1)N1N=CC(=C1)NC1=NC=C(C(=N1)C1=C(C(=O)NCC#N)C=CC=C1)C (2-((1-(3-cyanocyclobutyl)-1H-pyrazol-4-yl)amino)-5-methylpyrimidin-4-yl)-N-(cyanomethyl)benzamide